FC=1C=CC(=NC1)C1(CN(C1)C(=O)N)CNC1=CC(=NC2=CC=C(C=C12)C)C(F)(F)F 3-(5-fluoropyridin-2-yl)-3-(((6-methyl-2-(trifluoromethyl)quinolin-4-yl)amino)methyl)azetidine-1-carboxamide